C(CCCCCCCCCCCCCCCCCCCCCCC)(=O)OC methyl tetracosanate